7-[4-(tert-butylamino)-5-[5-(piperazin-1-yl)-1,3,4-thiadiazol-2-yl]pyridin-2-yl]pyrrolo[1,2-b]pyridazine-3-carbonitrile C(C)(C)(C)NC1=CC(=NC=C1C=1SC(=NN1)N1CCNCC1)C1=CC=C2N1N=CC(=C2)C#N